BrC=1C=C(C=NC1)N1C=CC2=C1N=C(N=C2)N 7-(5-Bromopyridin-3-yl)-7H-pyrrolo[2,3-d]pyrimidin-2-amine